The molecule is a fluorocarbon that is propane in which all of the hydrogens have been replaced by fluorines. It is a fluorocarbon and a fluoroalkane. It derives from a hydride of a propane. C(C(F)(F)F)(C(F)(F)F)(F)F